N-(β-hydroxyethyl)morpholine OCCN1CCOCC1